(3E)-11,11-dibutoxy-3-undecene-1-ol C(CCC)OC(CCCCCC/C=C/CCO)OCCCC